1-(4-(2-chloro-4-fluorophenoxy)-2-methyl-5-(1-methyl-7-oxo-6,7-dihydro-1H-pyrrolo[2,3-c]pyridin-3-yl)phenyl)-3-methylpyrrolidine-2,5-dione ClC1=C(OC2=CC(=C(C=C2C2=CN(C=3C(NC=CC32)=O)C)N3C(C(CC3=O)C)=O)C)C=CC(=C1)F